5-(4-methoxy-pyridin-2-yl)-N-(5-(trifluoromethyl)pyridin-2-yl)-1,3,4-thiadiazol-2-amine COC1=CC(=NC=C1)C1=NN=C(S1)NC1=NC=C(C=C1)C(F)(F)F